ClC=1C(N(N=CC1NC[C@@]1(COCCC1)F)C1=CC=C(C=C1)[C@@H]1O[C@H](CC1)C(C)C)=O 4-chloro-5-((((S)-3-fluorotetrahydro-2H-pyran-3-yl)methyl)amino)-2-(4-((2R,5R)-5-isopropyltetrahydrofuran-2-yl)phenyl)pyridazin-3(2H)-one